Copper-Copper glycinate NCC(=O)[O-].[Cu+2].[Cu+2].NCC(=O)[O-].NCC(=O)[O-].NCC(=O)[O-]